NC1=C(SC2=NC(=CN=C21)C)C(=O)NC2CC=1C=CC(=NC1CC2)N2CC(C(C2)OC(COC)C)N 7-amino-N-(2-{3-amino-4-[(1-methoxypropan-2-yl)oxy]pyrrolidin-1-yl}-5,6,7,8-tetrahydroquinolin-6-yl)-3-methylthieno[2,3-b]pyrazine-6-carboxamide